FC=1C=C2C(=NC(=NC2=CC1)C1CC(CO1)=O)OC 5-(6-fluoro-4-methoxyquinazolin-2-yl)dihydrofuran-3(2H)-one